C1(CC1)C(=O)N1CC2=CC=C(C=C2CC1)S(=O)(=O)N([C@@H](C)C1=CC=C(C=C1)C(F)(F)F)CC (S)-2-(cyclopropanecarbonyl)-N-ethyl-N-(1-(4-(trifluoromethyl)phenyl)ethyl)-1,2,3,4-tetrahydroisoquinoline-6-sulfonamide